ClC1=NC=CC(=C1F)N1N=NC(=C1C=O)C 1-(2-chloro-3-fluoropyridin-4-yl)-4-methyl-1H-1,2,3-triazole-5-carbaldehyde